NC1=NN2C(N=C(C=C2)OC([2H])([2H])[2H])=C1C(=O)O 2-amino-5-(methoxy-d3)pyrazolo[1,5-a]pyrimidine-3-carboxylic acid